2-bromo-1-[1-(benzenesulfonyl)indol-6-yl]ethanone BrCC(=O)C1=CC=C2C=CN(C2=C1)S(=O)(=O)C1=CC=CC=C1